C(C)N(CC)C1=CC=CC=2OC3=CC=CC=C3NC12 diethylaminophenoxazine